1,1-bis(4-hydroxyphenyl)nonane OC1=CC=C(C=C1)C(CCCCCCCC)C1=CC=C(C=C1)O